3-Amino-6-bromo-5-trifluoromethyl-pyridine-2-carboxylic acid (2-methyl-tetrahydro-furan-2-ylmethyl)-amide CC1(OCCC1)CNC(=O)C1=NC(=C(C=C1N)C(F)(F)F)Br